1-(4-bromobenzyl)-5-(1H-tetrazol-5-yl)-1H-indole-3-carbaldehyde BrC1=CC=C(CN2C=C(C3=CC(=CC=C23)C2=NN=NN2)C=O)C=C1